3-(3,4-epoxycyclohexylethyl)-1,1,1,3,5,5,5-heptamethyltrisiloxane C1(CC2C(CC1)O2)CC[Si](O[Si](C)(C)C)(O[Si](C)(C)C)C